(6S,8R)-7-(2,2-Difluoro-3-hydroxypropyl)-6-(2,6-difluoro-4-(6-(2-fluoroethyl)-2,6-Diazaspiro[3.3]heptan-2-yl)phenyl)-8-methyl-6,7,8,9-tetrahydrooxazolo[5,4-f]isoquinoline FC(CN1[C@@H](C2=CC=C3C(=C2C[C@H]1C)OC=N3)C3=C(C=C(C=C3F)N3CC1(C3)CN(C1)CCF)F)(CO)F